1-(2-chloro-4-((7-hydroxy-6-methoxyquinazolin-4-yl)oxy)phenyl)-3-phenylurea ClC1=C(C=CC(=C1)OC1=NC=NC2=CC(=C(C=C12)OC)O)NC(=O)NC1=CC=CC=C1